OC(CCCCCCCCC(=O)O)CC=CCC=CCCCCCCCCCCCCC 10-Hydroxy-nonacosa-12,15-dienoic acid